4,5-dimethoxybenzoic acid COC1=CC=C(C(=O)O)C=C1OC